CC1=C(C=CC(=C1)C)NC1N(C(=NC(=N1)N)N1CCOCC1)C1=CC=C(C=C1)OC N-(2,4-Dimethylphenyl)-N1-(4-methoxyphenyl)-6-morpholin-4-yl-[1,3,5]triazine-2,4-diamine